methyl 3-(2-chloro-6-fluorophenyl)-5-{1-[2-hydroxy(2-2H)propyl]-5-(trifluoromethyl)-1H-pyrazol-4-yl}-1,2-oxazole-4-carboxylate ClC1=C(C(=CC=C1)F)C1=NOC(=C1C(=O)OC)C=1C=NN(C1C(F)(F)F)CC(C)([2H])O